C(CCCCC(=O)[O-])(=O)OCC\C=C/CCCCC O1-[(Z)-non-3-enyl] hexanedioate